(S)-3-((7-(ethanesulfonamido)-2-azaspiro[3.5]nonan-2-yl)methyl)pyrrolidin C(C)S(=O)(=O)NC1CCC2(CN(C2)C[C@@H]2CNCC2)CC1